5-Fluoro-1-((4aR,6R,7aS)-2-oxo-2-phenoxytetrahydro-4H-furo[3,2-d][1,3,2]dioxaphosphorin-6-yl)pyrimidine-2,4(1H,3H)-dione FC=1C(NC(N(C1)[C@H]1C[C@@H]2OP(OC[C@H]2O1)(OC1=CC=CC=C1)=O)=O)=O